4-(1H-Indol-4-yl)-6-(morpholin-4-yl)-12-[(1S,4S)-2-oxa-5-azabicyclo[2.2.1]heptan-5-ylmethyl]-8-oxa-3,5,10-triazatricyclo[7.4.0.02,7]trideca-1(13),2(7),3,5,9,11-hexaene N1C=CC2=C(C=CC=C12)C1=NC=2C3=CC(=CN=C3OC2C(=N1)N1CCOCC1)CN1[C@@H]2CO[C@H](C1)C2